O=C1N(C(C=C1)=O)CCC(=O)NCCOCCOCCOCCOCCOCCOCCOCCOCCC(=O)N 1-(3-(2,5-dioxo-2,5-dihydro-1H-pyrrol-1-yl)propionylamino)-3,6,9,12,15,18,21,24-octaoxaheptacosane-27-amide